CC1=CC=C(C=C1)S(=O)(=O)OCC1COCC1O (4-hydroxytetrahydrofuran-3-yl)methyl 4-methylbenzenesulfonate